(±)-cis-N-(6-bromo-8-chloro-3-isoquinolinyl)-2-fluoro-cyclopropanecarboxamide BrC=1C=C2C=C(N=CC2=C(C1)Cl)NC(=O)[C@H]1[C@H](C1)F |r|